CN1N=C(N=C1)C(=O)O 1-methyl-1H-1,2,4-triazole-3-carboxylic acid